N(=C=S)C1=CC(=C(C=C1C)C#CC1=CC=C(C=C1)C1=CC=C(C=C1)CCCCC)C 4-((4-isothiocyanato-2,5-dimethylphenyl)ethynyl)-4'-n-pentylbiphenyl